4-((2-(3-Hydroxypropyl)amino-5-phenylthieno[2,3-d]pyrimidin-4-yl)aminomethyl)-benzenesulfonamide OCCCNC=1N=C(C2=C(N1)SC=C2C2=CC=CC=C2)NCC2=CC=C(C=C2)S(=O)(=O)N